6-(2-ethoxyphenyl)-3-[(2R)-2-ethyl-4-[4-(trifluoromethyl)bicyclo[2.2.1]heptane-1-carbonyl]piperazin-1-yl]-N-[(3R)-1-methylpyrrolidin-3-yl]pyridine-2-carboxamide C(C)OC1=C(C=CC=C1)C1=CC=C(C(=N1)C(=O)N[C@H]1CN(CC1)C)N1[C@@H](CN(CC1)C(=O)C12CCC(CC1)(C2)C(F)(F)F)CC